NC1(CC(C1)C1=C(C#N)C=CC(=C1)Cl)[2H] 2-(3-aminocyclobutyl-3-d)-4-chlorobenzonitrile